C(C)(=O)O[C@H]1[C@H](N(C[C@@H]1OC(=O)OC(C)(C)C)C(=O)OC(C)(C)C)CC1=CC=C(C=C1)C=1C=NOC1 tert-butyl (2R,3S,4S)-3-(acetyloxy)-4-[(tert-butoxycarbonyl)oxy]-2-{[4-(1,2-oxazol-4-yl)phenyl]methyl}pyrrolidine-1-carboxylate